ClC1=CN=C(S1)C=1C(=C(C=C(C1)F)S(=O)(=O)N)F (5-chlorothiazol-2-yl)-2,5-difluoro-benzenesulfonamide